C(CCCCCCCCCCCC=C)(=O)N1C(CCCCC1)=O 1-(tetradec-13-enoyl)azepan-2-one